(1R,3S)-3-(5-((2-((R)-5-aminohexyl)pyridin-4-yl)amino)-1-(tert-butyl)-1H-pyrazol-3-yl)cyclopentyl (4-nitrophenyl) carbonate C(O[C@H]1C[C@H](CC1)C1=NN(C(=C1)NC1=CC(=NC=C1)CCCC[C@@H](C)N)C(C)(C)C)(OC1=CC=C(C=C1)[N+](=O)[O-])=O